ClC=1C(=NC(=NC1)NC1CCC(CC1)OC)C=1C=C2C(N(C=NN2C1)[C@@H](C(=O)N[C@H](CO)C1=CC(=CC(=C1)OC)F)C)=O (R)-2-(6-(5-chloro-2-(((1r,4R)-4-methoxycyclohexyl)amino)pyrimidin-4-yl)-4-oxopyrrolo[2,1-f][1,2,4]triazin-3(4H)-yl)-N-((S)-1-(3-fluoro-5-methoxyphenyl)-2-hydroxyethyl)propionamide